1-(2,3-Difluorobenzyl)-N-((R)-2-((R)-2,2-difluorocyclopropyl)-4-methyl-5-oxo-5,6,7,8-tetrahydro-4H-pyrazolo[1,5-a][1,3]diazepin-6-yl)-1H-1,2,4-triazol-3-carboxamid FC1=C(CN2N=C(N=C2)C(=O)N[C@H]2C(N(C=3N(CC2)N=C(C3)[C@@H]3C(C3)(F)F)C)=O)C=CC=C1F